alpha-chloro-3,4-dihydroxyacetophenone C1=CC(=C(C=C1C(=O)CCl)O)O